6-(3,4-Dimethylphenyl)-N-[1-ethyl-3-(4-fluorophenyl)azetidin-3-yl]-4-oxo-3-(trifluoromethyl)-4,5-dihydropyrazolo[1,5-a]pyrazine-2-carboxamide CC=1C=C(C=CC1C)C=1NC(C=2N(C1)N=C(C2C(F)(F)F)C(=O)NC2(CN(C2)CC)C2=CC=C(C=C2)F)=O